(E)-1-bromo-3,3,3-trifluoropropene Br\C=C\C(F)(F)F